C1(CC1)CN1CCC(CC1)N1N=C2C(=CC(=CC2=C1)C=1C=C(C=2N(N1)C=C(N2)C)C)F 6-[2-[1-(cyclopropylmethyl)-4-piperidyl]-7-fluoro-indazol-5-yl]-2,8-dimethyl-imidazo[1,2-b]pyridazine